C1=CC(=C2N1C1=CC=CC=C1N=C2)/C=C/C(=O)O (E)-3-(pyrrolo[1,2-a]quinoxalin-3-yl)acrylic acid